tert-butyl 2-bromo-6-(((6-(1-(4-fluorobenzyl)-1H-pyrazole-4-carbonyl)-2-(1-(trifluoromethyl)cyclopropane-1-carbonyl)-2,6-diazaspiro[3.4]octan-8-yl)methoxy)methyl)benzoate BrC1=C(C(=O)OC(C)(C)C)C(=CC=C1)COCC1CN(CC12CN(C2)C(=O)C2(CC2)C(F)(F)F)C(=O)C=2C=NN(C2)CC2=CC=C(C=C2)F